(phenyldibenzothiophenyl)pyridine C1(=CC=CC=C1)C1=C(C2=C(SC3=C2C=CC=C3)C=C1)C1=NC=CC=C1